CN1C(=NN=C1)CC1(COC1)C1=CC=C2CN(C(C2=C1)=O)C1=NC(=CC(=C1)CN1CCC(CC1)C(F)(F)F)C(F)(F)F 6-(3-((4-Methyl-4H-1,2,4-triazol-3-yl)methyl)oxetan-3-yl)-2-(6-(trifluoro-methyl)-4-((4-(trifluoromethyl)piperidin-1-yl)methyl)pyridin-2-yl)isoindolin-1-one